bis(ethylamino)dicyclohexylsilane C(C)N[Si](C1CCCCC1)(C1CCCCC1)NCC